N[C@H](C)C1(CCN(CC1)C(=O)OC(C)(C)C)O tert-butyl (R)-4-(1-aminoethyl)-4-hydroxypiperidine-1-carboxylate